tert-butyl (5-(2-((4S)-6-(4-chlorophenyl)-8-methoxy-1-methyl-4H-benzo[f][1,2,4]triazolo[4,3-a][1,4]diazepin-4-yl)acetamido)pentyl)carbamate ClC1=CC=C(C=C1)C1=N[C@H](C=2N(C3=C1C=C(C=C3)OC)C(=NN2)C)CC(=O)NCCCCCNC(OC(C)(C)C)=O